COCOC=1C=C(C2=CC=CC=C2C1C(F)(F)F)[Sn](C)(C)C [3-(methoxymethoxy)-4-(trifluoromethyl)-1-naphthyl]-trimethyl-stannane